N1(CCN(CCCNCCC1)CC=1C(=C(C(=O)N)C=C(C1)C)O)CC=1C(=C(C(=O)N)C=C(C1)C)O 3'-[1,4,8-triazacycloundecane-1,4-diylbis(methylene)]bis(2-hydroxy-5-methylbenzamide)